FC1=C(C(=CC=C1)C)N1N=C2C(=CC1=O)NN=C2C2=CC=C(C=C2)N(C(CN2CCN(CC2)C)=O)C N-(4-(5-(2-Fluoro-6-methylphenyl)-6-oxo-5,6-dihydro-1H-pyrazolo[4,3-c]pyridazin-3-yl)phenyl)-N-methyl-2-(4-methylpiperazin-1-yl)acetamid